C(C=C)C1C2CCC(CN1)N2CC2=CC=CC=C2 2-allyl-8-benzyl-3,8-diazabicyclo[3.2.1]octane